(R)-(3-([1,1'-Biphenyl]-3-ylethynyl)-1H-indazol-5-yl)(3-(dimethylamino)pyrrolidin-1-yl)methanone C1(=CC(=CC=C1)C#CC1=NNC2=CC=C(C=C12)C(=O)N1C[C@@H](CC1)N(C)C)C1=CC=CC=C1